C1(=CC=CC=C1)C1=NC(=CC(=C1)C=1C(=NC(=C(C1N1C2=C(CCC3=C1C=CC=C3)C=CC=C2)N2C3=C(CCC1=C2C=CC=C1)C=CC=C3)N3C1=C(CCC2=C3C=CC=C2)C=CC=C1)N1C2=C(CCC3=C1C=CC=C3)C=CC=C2)C2=CC=CC=C2 5,5',5'',5'''-(2',6'-diphenyl-[3,4'-bipyridine]-2,4,5,6-tetrayl)tetrakis(10,11-dihydro-5H-dibenzo[b,f]azepine)